FC=1C=C(C=NC1)C=1C=NC=C(C1)[C@H](C)N1C(N=CC=C1C=1C=CC2=C(C(=CO2)C)C1)C N-[(1S)-1-{5'-fluoro-[3,3'-bipyridin]-5-yl}ethyl]-2-methyl-6-(3-methyl-1-benzofuran-5-yl)pyrimidin